6-(3-methoxyphenyl)nicotinic acid methyl ester COC(C1=CN=C(C=C1)C1=CC(=CC=C1)OC)=O